CC=1C=C(C=CC1N)C1=CCC(N)(C=C1)[C@@H]1CC[C@H](CC1)CCCCC 3-methyl-4'-(trans-4'-pentylcyclohexyl)-benzidine